C(C)(C)(C)[Si](OCC(=C)B1OC(C(O1)(C)C)(C)C)(C)C tert-butyldimethyl-((2-(4,4,5,5-tetramethyl-1,3,2-dioxaborolan-2-yl)allyl)oxy)silane